FC1=C(C2=C(N(C(NC2=O)=O)C2=C(C=CC=C2)C(C)C)N=C1O)O 6-Fluoro-5,7-dihydroxy-1-(2-isopropylphenyl)pyrido[2,3-d]pyrimidine-2,4(1H,3H)-dione